Benzo[j]fluoranthen C1=CC=C2C=CC=C3C=4C=CC5=C(C4C1=C32)C=CC=C5